CC1=NNC2=C1C=CC=C2 methylbenzodiazole